tert-Butyl 3-[2-(tert-butoxy)-2-oxoethyl]-6-chloro-2-oxo-4H-pyrido[3,2-d]pyrimidine-1-carboxylate C(C)(C)(C)OC(CN1C(N(C2=C(C1)N=C(C=C2)Cl)C(=O)OC(C)(C)C)=O)=O